COC=1C=CC(=NC1)NC1=C(C(=O)N)C(=CC=N1)NC1=C(C=CC=C1)N(S(=O)(=O)C)C ((5-methoxypyridin-2-yl)amino)-4-((2-(N-methyl-methanesulfonamido)phenyl)amino)nicotinamide